C(=O)(O)OC(C)(C)C carboxytert-butyl ether